BrC1=NN(C2=NC=C(N=C21)C=2SC1=C(N2)C=C(C(=C1C1=CC=C(C=C1)Cl)[C@@H](C(=O)OCC)OC(C)(C)C)C)C ethyl (S)-2-(2-(3-bromo-1-methyl-1H-pyrazolo[3,4-b]pyrazin-5-yl)-7-(4-chlorophenyl)-5-methylbenzo[d]thiazol-6-yl)-2-(tert-butoxy)acetate